O=C1N(C(C=C1)=O)CCC(=O)N[C@H](C(=O)N[C@H](C(=O)NC1=CC=C(C=C1)C[N+]1(CCCCC1)CC(=O)O)C)C(C)C 2-[1-[[4-[[(2S)-2-[[(2S)-2-[3-(2,5-dioxopyrrol-1-yl)propanoylamino]-3-methyl-butanoyl]amino]propanoyl]amino]phenyl]methyl]piperidin-1-ium-1-yl]acetic acid